2-Hydroxy-4-(3,9-diazaspiro[5.5]undecan-3-yl)benzaldehyde OC1=C(C=O)C=CC(=C1)N1CCC2(CC1)CCNCC2